(2S)-2-[[(2S)-2-(9H-fluoren-9-ylmethoxycarbonylamino)propanoyl]amino]propanoic acid C1=CC=CC=2C3=CC=CC=C3C(C12)COC(=O)N[C@H](C(=O)N[C@H](C(=O)O)C)C